N-[2-(2,2-difluoroethoxy)-4-methoxy-pyrimidin-5-yl]-6-(trifluoromethyl)-1H-indole-3-sulfonamide FC(COC1=NC=C(C(=N1)OC)NS(=O)(=O)C1=CNC2=CC(=CC=C12)C(F)(F)F)F